maleic acid-dodecyl-hydrogensulfate salt C(CCCCCCCCCCC)OS(=O)(=O)O.C(\C=C/C(=O)O)(=O)O